2-([1,1'-biphenyl]-4-yl)-4-aminonaphthalene-1-sulfonic acid C1(=CC=C(C=C1)C1=C(C2=CC=CC=C2C(=C1)N)S(=O)(=O)O)C1=CC=CC=C1